C1(=CC=CC=C1)C=1C(=NN=NC1)O phenyl-triazinol